CN1C(=NC=C1)C=CC(=O)O 3-(1-methyl-1H-imidazol-2-yl)acrylic acid